C(#N)C=1C=C(C=CC1)C=1N=C(SC1C1=CC2=CN(N=C2C(=C1)C)C)NC(=O)N1CC2(COC2)C1 N-[4-(3-Cyanophenyl)-5-(2,7-dimethylindazol-5-yl)thiazol-2-yl]-2-oxa-6-azaspiro[3.3]heptane-6-carboxamide